N1(CCC1)C(=O)C1=CC=C(C=C1)NC1=NC=C(C(=N1)NCC=1C(=NC=CC1)N(S(=O)(=O)C)C)C(F)(F)F N-[3-({[2-{[4-(azetidin-1-ylcarbonyl)phenyl]amino}-5-(trifluoromethyl)pyrimidin-4-yl]amino}methyl)pyridin-2-yl]-N-methylmethane-sulfonamide